tert-Butyl-(2-(3a-bromo-4,7-dimethyl-1,3,8-trioxo-5,6-diphenyl-3a,4,7,7a-tetrahydro-2H-4,7-methanoisoindol-2-yl)ethyl)carbamat C(C)(C)(C)OC(NCCN1C(C2C3(C(=C(C(C2(C1=O)Br)(C3=O)C)C3=CC=CC=C3)C3=CC=CC=C3)C)=O)=O